5-amino-3,3-dimethylbenzo[c][1,2]oxaborol-1(3H)-ol HCl salt Cl.NC1=CC2=C(B(OC2(C)C)O)C=C1